N1,N1-dimethyl-N4-(2-(piperidin-1-ylmethyl)benzyl)benzene-1,4-disulfonamide CN(S(=O)(=O)C1=CC=C(C=C1)S(=O)(=O)NCC1=C(C=CC=C1)CN1CCCCC1)C